FC1(C(CN(CC1)C=1C(=NC2=CC=C(C=C2N1)F)C(=O)OCC)C)F ethyl 3-(4,4-difluoro-3-methylpiperidin-1-yl)-6-fluoroquinoxaline-2-carboxylate